1-(2-fluoro-4-(5-(trifluoromethyl)-1,2,4-oxadiazol-3-yl)phenyl)-2-((4-methoxyphenyl)thio)ethan-1-one FC1=C(C=CC(=C1)C1=NOC(=N1)C(F)(F)F)C(CSC1=CC=C(C=C1)OC)=O